N-(4-fluorobenzyl)-4-((2-methyl-4-phenylthiazol-5-yl)oxy)pyridin-2-amine FC1=CC=C(CNC2=NC=CC(=C2)OC2=C(N=C(S2)C)C2=CC=CC=C2)C=C1